Methyl 4-(2-methoxy-2-oxoethyl)-2-methyl-5-nitrobenzoate COC(CC1=CC(=C(C(=O)OC)C=C1[N+](=O)[O-])C)=O